ClC1=CC(=NC=C1)C1=NSC(=N1)C1=NN(C(C=C1)=O)CC(=O)NCC 2-(3-(3-(4-chloropyridin-2-yl)-1,2,4-thiadiazol-5-yl)-6-oxo-pyridazin-1(6H)-yl)-N-ethyl-acetamide